ClC=1SC(=CN1)CN1C(N(CN(C1)C)C)=N[N+](=O)[O-] 1-(2-chlorothiazol-5-ylmethyl)-2-nitroimino-3,5-dimethyl-[1,3,5]triazinane